COC1=CC(=CC(=C1OC)OC)C(=O)O The molecule is a benzoic acid derivative carrying 3-, 4- and 5-methoxy substituents. It has a role as a plant metabolite. It is a member of benzoic acids and a member of methoxybenzenes. It derives from a benzoic acid. It is a conjugate acid of a 3,4,5-trimethoxybenzoate.